CC1=[N+](C=CC(=C1C)Br)[O-] 2,3-dimethyl-4-bromo-pyridine-N-oxide